FC1=CC=C(C=C1)C1=NC(=CC(=C1)C(C)(C)NC(OC(C)(C)C)=O)C(CC)=O tert-butyl (2-(2-(4-fluorophenyl)-6-propionylpyridin-4-yl)propan-2-yl)carbamate